tert-butyl 4-(2-(3,4-dichloro-5-methyl-1H-pyrrole-2-carboxamido)-5-(methoxycarbonyl)phenoxy)piperidine-1-carboxylate ClC1=C(NC(=C1Cl)C)C(=O)NC1=C(OC2CCN(CC2)C(=O)OC(C)(C)C)C=C(C=C1)C(=O)OC